2-dispiro[2.0.2.1]heptane-7-ylacetonitrile C1CC12C1(CC1)C2CC#N